N-benzyl-4-((7-chloroisoquinolin-1-yl)amino)benzenesulfonamide C(C1=CC=CC=C1)NS(=O)(=O)C1=CC=C(C=C1)NC1=NC=CC2=CC=C(C=C12)Cl